CC(CC(=O)O)CC(C)(C)C.CC(CC(=O)O)CC(C)(C)C.CC(CC(=O)O)CC(C)(C)C.C(O)C(CC)(CO)CO trimethylolpropane tri(3,5,5-trimethyl hexanoate)